ClC1=C(C=CC=C1)CC(=O)N1CC2=C(CC1)SC(=C2)C2=NOC(=N2)C(F)(F)F 2-(2-chlorophenyl)-1-(2-(5-(trifluoromethyl)-1,2,4-oxadiazol-3-yl)-6,7-dihydrothieno[3,2-c]pyridin-5(4H)-yl)ethan-1-one